disodium 2,5-bis(4-azido-2-sulfinylbenzyl)cyclopentanone N(=[N+]=[N-])C1=CC(C(CC2C(C(CC2)CC2C(C=C(C=C2)N=[N+]=[N-])=S=O)=O)C=C1)=S=O.[Na].[Na]